phenyl-ethyl-phosphinic acid aluminum salt [Al+3].C1(=CC=CC=C1)P([O-])(=O)CC.C1(=CC=CC=C1)P([O-])(=O)CC.C1(=CC=CC=C1)P([O-])(=O)CC